tert-butyl-(2r,3s,7as)-2-(hydroxymethyl)-3-(2-(methoxymethoxy)phenyl)tetrahydro-1H-pyrrolizine C(C)(C)(C)C1[C@H]([C@H](N2CCC=C12)C1=C(C=CC=C1)OCOC)CO